BrC=1C=C2C=C(C(=NC2=CC1OC)Cl)CBr 6-Bromo-3-(bromomethyl)-2-chloro-7-methoxyquinoline